1-(4-((4-([1,2,4]triazolo[1,5-a]pyridin-7-yloxy)-3-methylphenyl)amino)pyrido[3,2-d]pyrimidin-6-yl)-3-methylenepiperidin-2-one N=1C=NN2C1C=C(C=C2)OC2=C(C=C(C=C2)NC=2C1=C(N=CN2)C=CC(=N1)N1C(C(CCC1)=C)=O)C